Cl.C1(C=CC(N1C(C(=O)NN)C)=O)=O Maleimidopropionic acid hydrazide HCl